1-(4-cyclopropylpiperidin-4-yl)ethan-1-amine hydrochloride Cl.C1(CC1)C1(CCNCC1)C(C)N